C(C)(C)(C)OC(=O)N1C[C@@H]([C@H](C1)C1=C(C=CC(=C1)C(=O)OCC)C)OC(C)=O (3R,4S)-3-Acetyloxy-4-(5-(ethoxycarbonyl)-2-methylphenyl)pyrrolidine-1-carboxylic acid tert-butyl ester